C(C)(=O)N1CC2(C1)CN(CC2)C2=C(CN1CCN(CC1)C(=O)OC(C(F)(F)F)C(F)(F)F)C=CC(=C2)C(F)(F)F 1,1,1,3,3,3-Hexafluoropropan-2-yl 4-(2-(2-acetyl-2,6-diazaspiro[3.4]octan-6-yl)-4-(trifluoromethyl)benzyl)piperazine-1-carboxylate